(6Z,9Z)-octadeca-6,9-dienedioic acid C(CCCC\C=C/C\C=C/CCCCCCCC(=O)O)(=O)O